4-cyclopropyl-3,5-dimethoxyphenethylamine C1(CC1)C1=C(C=C(CCN)C=C1OC)OC